CN1C=C(C2=CC=CC=C12)CCN=C1C2=CC=CC=C2C=2C=CC=CC12 N-(2-(1-methyl-1H-indol-3-yl)ethyl)-9H-fluorene-9-imine